(3R)-3-(1,4-dimethyl-1H-benzotriazol-5-yl)-3-(7-{[(2R,5S)-2-ethyl-5-methyl-2,3-dihydropyrido[2,3-f][1,4]oxazepin-4(5H)-yl]methyl}-2,3-dihydro-1H-inden-5-yl)propanoic acid CN1N=NC2=C1C=CC(=C2C)[C@H](CC(=O)O)C=2C=C1CCCC1=C(C2)CN2C[C@H](OC1=C([C@@H]2C)N=CC=C1)CC